BrC1=CC(=C(C=C1OC)C1CNC1)OC 3-(4-Bromo-2,5-dimethoxyphenyl)azetidine